Dimethyl 6-cyclopropylpyridine-2,4-dicarboxylate C1(CC1)C1=CC(=CC(=N1)C(=O)OC)C(=O)OC